COC1=C(C(=O)P(C2=CC=CC=C2)(C(C2=C(C=CC=C2OC)OC)=O)=O)C(=CC=C1)OC bis-(2,6-dimethoxybenzoyl)phenyl-phosphine oxide